4-bromobenzo[b]thiophene-2-carboxamide BrC1=CC=CC=2SC(=CC21)C(=O)N